O1N(CCCC1)C(=O)[C@H]1N2C(N([C@H](CC1)C2)OS(=O)(=O)O)=O.[NH+]2=CC=CC=C2 pyridinium (2S,5R)-2-(1,2-oxazinan-2-ylcarbonyl)-6-(sulfooxy)-1,6-diazabicyclo[3.2.1]octane-7-one